CP(=O)(C)C=1N=C(C(=NC1)NC(OC(C)(C)C)=O)OC tert-butyl (5-(dimethylphosphoryl)-3-methoxypyrazin-2-yl)carbamate